C1(=CC=CC=C1)C=1C=CC(=NC1)S(=O)(=O)NC=1C=CC=C2C=CC=NC12 5-phenyl-N-(quinolin-8-yl)pyridine-2-sulfonamide